3-vinylbenzylsilane C(=C)C=1C=C(C[SiH3])C=CC1